NC1=NC(=C2N=CN(C2=N1)[C@H]1C[C@H](C1)COP(=O)(OC1=CC=CC=C1)N[C@@H](C)C(=O)OC(C)C)O Isopropyl (((cis-3-(2-amino-6-hydroxy-9H-purin-9-yl)cyclobutyl) methoxy)(phenoxy) phosphoryl)-L-alaninate